C(CCCCCCCCCCCCCCC)[NH2+]C cetyl-methylammonium